C(C1=CC=CC=C1)(C1=CC=CC=C1)N1CCC(CC1)(O)C1=NC=CC=C1 1-Benzhydryl-4-(pyridin-2-yl)piperidin-4-ol